N1=CC(=CC=C1)/C=C/C(=O)O trans-3-(3-pyridyl)acrylic acid